C1(CC1)S(=O)(=O)NC1=NC=CC(=N1)C(C(=O)NC1=CC=C(C=C1)C1=NC(=CN=C1)C(C)C)(C)C 2-(2-(cyclopropanesulfonylamino)pyrimidin-4-yl)-N-(4-(6-isopropylpyrazin-2-yl)phenyl)-2-methylpropanamide